9,9-bis[4-(pyrenyl)phenyl]fluorene C1(=CC=C2C=CC3=CC=CC4=CC=C1C2=C34)C3=CC=C(C=C3)C3(C4=CC=CC=C4C=4C=CC=CC34)C3=CC=C(C=C3)C3=CC=C4C=CC2=CC=CC1=CC=C3C4=C21